N,N,4-trimethyl-6-[[5-[2-methyl-4-[[(2R)-1-methylazetidin-2-yl]methoxy]pyrazol-3-yl]pyrazolo[1,5-a]pyridin-2-yl]amino]pyrimidine-2-carboxamide CN(C(=O)C1=NC(=CC(=N1)C)NC1=NN2C(C=C(C=C2)C=2N(N=CC2OC[C@@H]2N(CC2)C)C)=C1)C